N[C@@H]1C[C@H](CC1)NC1=NC=C2C=C(N=C(C2=C1)NC(C)(C)C)C#N 7-(((1S,3S)-3-aminocyclopentyl)amino)-1-(tert-butylamino)-2,6-naphthyridine-3-carbonitrile